ClC=1SC=CC1[N+](=O)[O-] 2-chloro-3-nitrothiophene